FC1=CC=CC(=N1)C(CNC)=O 1-(6-Fluoropyridin-2-yl)-2-(methylamino)ethan-1-one